5-ethylbenzotriazole C(C)C1=CC2=C(NN=N2)C=C1